C(C1=CC=CC=C1)OC1=C(C=CC(=N1)C=1CCN(CC1)C(=O)OC(C)(C)C)F tert-butyl 4-(6-benzyloxy-5-fluoro-2-pyridyl)-3,6-dihydro-2H-pyridine-1-carboxylate